C1(CC1)C(COC)C1=CN(C2=NC=C(C=C21)NC2CCN(CC2)C(=O)OC(C)(C)C)COCC[Si](C)(C)C tert-butyl 4-((3-(1-cyclopropyl-2-methoxyethyl)-1-((2-(trimethylsilyl)ethoxy)methyl)-1H-pyrrolo[2,3-b]pyridine-5-yl) amino)piperidine-1-carboxylate